CN(C1CC2(CN(C2)C(CCC#N)=O)C1)C=1C2=C(N=CN1)NC=C2 4-(6-(Methyl(7H-pyrrolo[2,3-d]pyrimidin-4-yl)amino)-2-azaspiro[3.3]heptan-2-yl)-4-oxobutannitril